(R)-2-(2-methyl-3-(4-(trifluoromethyl)phenyl)propyl)-7-thia-2-azaspiro[3.5]nonane 7,7-dioxide C[C@@H](CN1CC2(C1)CCS(CC2)(=O)=O)CC2=CC=C(C=C2)C(F)(F)F